N(C(=N)N)C(N(C)C)=N.CC1=C2C(C(=CN(C2=NC(=C1)N1CC(C1)ONC)C1=NC=NS1)C(=O)O)=O 5-Methyl-7-{3-[(methylamino)oxy]azetidin-1-yl}-4-oxo-1-(1,2,4-thiadiazol-5-yl)-1,4-dihydro-1,8-naphthyridine-3-carboxylic acid 1-carbamimidamido-N,N-dimethylmethanimidamide salt